OCCN(S(=O)(=O)C1=CC(=C(C=C1)[N+](=O)[O-])OC)C N-(2-hydroxyethyl)-3-methoxy-N-methyl-4-nitrobenzenesulfonamide